CS(=O)(=O)OC1CCOCC1 oxan-4-yl Methanesulfonate